O1CCN(CCC1)C=1C=CC(=NC1)N 5-(1,4-oxazepan-4-yl)pyridin-2-amine